C(C)(C)N(C(=O)[C@H]1N(CSC1)C(=O)OC(C)(C)C)C=1C=C(C=CC1)C tert-butyl (R)-4-(isopropyl(m-tolyl)carbamoyl)thiazolidine-3-carboxylate